BrC=1C=C(C=CC1N1CC(NCC1)(C)C)C=1C(=C(C(=O)N)C=CC1)NC1=C(C=CC=C1)Br (3-bromo-4-(3,3-dimethylpiperazin-1-yl)phenyl)-2-((2-bromophenyl)amino)benzamide